1-(4-(benzyloxy)cyclohexyl)-6-chloro-1,3-dihydro-2H-imidazo[4,5-c]Pyridin-2-one C(C1=CC=CC=C1)OC1CCC(CC1)N1C(NC=2C=NC(=CC21)Cl)=O